C(C1=CC=CC=C1)OC(=O)N1C(C(=CC1)C1=CC=2C(=NC=CC2NC=2C=CC3=C(N=CS3)C2)S1)(C)C 3-(4-(benzo[d]thiazol-5-ylamino)thieno[2,3-b]pyridin-2-yl)-2,2-dimethyl-2,5-dihydro-1H-pyrrole-1-carboxylic acid benzyl ester